N-(6-amino-5-ethyl-3-pyridyl)-2-[(2S,5R)-5-methyl-2-[1-(1H-pyrazol-3-yl)pyrazol-3-yl]-1-piperidyl]-2-oxo-acetamide NC1=C(C=C(C=N1)NC(C(=O)N1[C@@H](CC[C@H](C1)C)C1=NN(C=C1)C1=NNC=C1)=O)CC